3,3-dibromo-6-fluoro-1-methyl-2-oxo-2,3-dihydro-1H-pyrrolo[3,2-b]Pyridine-7-carboxylic acid BrC1(C(N(C=2C1=NC=C(C2C(=O)O)F)C)=O)Br